BrC=1C=NC(=NC1)OCC(F)(F)F 5-bromo-2-(2,2,2-trifluoroethoxy)pyrimidine